Cyclopropanone oxime C1(CC1)=NO